2-chloro-4,6-bis(4-(methylsulfonyl)piperazin-1-yl)-1,3,5-triazine ClC1=NC(=NC(=N1)N1CCN(CC1)S(=O)(=O)C)N1CCN(CC1)S(=O)(=O)C